3-(3-phenyl-1H-pyrrolo[3,2-b]pyridin-5-yl)aniline (R)-1-(2-ethylpyridin-3-yl)ethyl-(1-methyl-4-(6-methyl-5-(methylsulfonamido)pyridin-2-yl)-1H-1,2,3-triazol-5-yl)carbamate C(C)C1=NC=CC=C1[C@@H](C)N(C(O)=O)C1=C(N=NN1C)C1=NC(=C(C=C1)NS(=O)(=O)C)C.C1(=CC=CC=C1)C1=CNC=2C1=NC(=CC2)C=2C=C(N)C=CC2